N-((1S)-((1R,4S)-4-methylcyclohexyl)(6-(((5R)-2-oxo-5-(trifluoromethyl)piperidin-3-yl)methyl)imidazo[1,2-b]pyridazin-2-yl)methyl)-1-isopropyl-1H-1,2,3-triazole-5-carboxamide CC1CCC(CC1)[C@H](NC(=O)C1=CN=NN1C(C)C)C=1N=C2N(N=C(C=C2)CC2C(NC[C@@H](C2)C(F)(F)F)=O)C1